[Cl-].CN1N=NC(=C1)C 1,4-dimethyl-triazole chloride